1-(tert-Butyl) 3-methyl (S)-3-((7-bromo-6-chloro-8-fluoro-2-((1-methylpyrrolidin-2-yl)-methoxy)-3-nitroquinolin-4-yl)amino)azetidine-1,3-dicarboxylate BrC1=C(C=C2C(=C(C(=NC2=C1F)OC[C@H]1N(CCC1)C)[N+](=O)[O-])NC1(CN(C1)C(=O)OC(C)(C)C)C(=O)OC)Cl